OC=1C=CC2=C(N=C(S2)/C=C/C(=O)N2O[C@@H](C(N3[C@@H]2CN(C([C@@H]3CC(C)(C)C)=O)C3CCN(CC3)C(C)C)=O)CC(C)C)C1 (3R,6S,9aS)-1-((E)-3-(5-hydroxybenzo[d]thiazol-2-yl)acryloyl)-3-isobutyl-8-(1-isopropylpiperidin-4-yl)-6-neopentyl-tetrahydropyrazino[2,1-c][1,2,4]oxadiazine-4,7(3H,6H)-dione